C(#N)C=1C=C2COC3(CCN(CC3)C(=O)C=3C=CC(=C(C3)NC(N(CC3COCC3)C)=O)C)C2=CC1 3-(5-(5-cyano-3H-spiro[isobenzofuran-1,4'-piperidin]-1'-ylcarbonyl)-2-methylphenyl)-1-methyl-1-((tetrahydrofuran-3-yl)methyl)urea